1-(2-chloro-5-((2R,4R)-2-(2,5-difluorophenyl)pyrrolidin-1-yl)-2-fluoropyrazolo[1,5-a]pyrimidin-3-yl)-3-((1R,2R)-2-hydroxycyclopropyl)urea ClC1(NN2C(N=C(C=C2)N2[C@H](CCC2)C2=C(C=CC(=C2)F)F)=C1NC(=O)N[C@H]1[C@@H](C1)O)F